C(C)OC(C1=CC(=NC=C1)C(NCC1=CC=CC=C1)=O)=O ethyl-2-(benzylcarbamoyl)isonicotinate